C1(=CC=CC=C1)CS(=O)(=O)OC1=C(O[C@@](C1=O)([2H])C1=CC=C(C=C1)C(N([2H])[2H])=O)N (S)-2-amino-5-(4-(carbamoyl-d2)phenyl)-4-oxo-4,5-dihydrofuran-3-yl-5-d phenylmethanesulfonate